C(C)(C)(C)N1N=C(C=C1N)[C@@H]1OC[C@@H](C1)O[Si](C)(C)C(C)(C)C 1-(tert-butyl)-3-((2R,4R)-4-((tert-butyldimethylsilyl)oxy)tetrahydrofuran-2-yl)-1H-pyrazol-5-amine